NC1=NC(=C(C(=N1)C=1C=C(C#N)C=CC1)C)C=1N=NN(C1)CC1=NC(=CC=C1)COC m-[2-amino-6-(1-{[6-(methoxymethyl)-2-pyridinyl]methyl}-1H-1,2,3-triazol-4-yl)-5-methyl-4-pyrimidinyl]benzonitrile